FC=1C=C(N2N=C(N=CC21)N[C@H]2[C@@H](CN(CC2)S(=O)(=O)C)O)C2=NC=CC(=C2)C (3R,4R)-4-((5-fluoro-7-(4-methylpyridin-2-yl)pyrrolo[2,1-f][1,2,4]triazin-2-yl)amino)-1-(methylsulfonyl)piperidin-3-ol